C(C)[C@@H](CN)CCCC |r| rac-2-ethylhexyl-amine